2-(difluoromethyl)-5-(3-fluoro-4-((4-(3-fluorotetrahydrofuran-3-yl)-1H-1,2,3-triazol-1-yl)methyl)phenyl)-1,3,4-oxadiazole FC(C=1OC(=NN1)C1=CC(=C(C=C1)CN1N=NC(=C1)C1(COCC1)F)F)F